(7-(benzyloxy)-4-bromo-2-methylbenzo[d]oxazol-5-yl)(3-chloroallyl)carbamic acid tert-butyl ester C(C)(C)(C)OC(N(CC=CCl)C=1C=C(C2=C(N=C(O2)C)C1Br)OCC1=CC=CC=C1)=O